1-ethyl-6-fluoro-7-piperazin-1-yl-3-(4-methylcinnamoyl)-[1,8]naphthyridin-4(1H)-one C(C)N1C=C(C(C2=CC(=C(N=C12)N1CCNCC1)F)=O)C(C=CC1=CC=C(C=C1)C)=O